1-(2,2-difluorovinyl)-2-methoxybenzene FC(=CC1=C(C=CC=C1)OC)F